5-(2-(4-((2-(4-(1-(azetidin-3-yl)piperidin-4-yl)piperazin-1-yl)pyrimidine-4-yl)methoxy)phenyl)prop-2-yl)-3-chloro-2-ethoxybenzonitrile N1CC(C1)N1CCC(CC1)N1CCN(CC1)C1=NC=CC(=N1)COC1=CC=C(C=C1)C(C)(C)C=1C=C(C(=C(C#N)C1)OCC)Cl